N[C@@H]1CN(C[C@@H]1CO)C(=O)OCC cis-ethyl 3-amino-4-(hydroxymethyl)pyrrolidine-1-carboxylate